di(2,4,4-trimethylpentyl)dithiophosphoric acid CC(COP(S)(OCC(CC(C)(C)C)C)=S)CC(C)(C)C